3-phenylcyclobutyl 4-(trifluoromethyl)benzenesulfonate FC(C1=CC=C(C=C1)S(=O)(=O)OC1CC(C1)C1=CC=CC=C1)(F)F